3-[(3-chloro-7-methanesulfonyl-1H-indazol-4-yl)oxy]-5-fluorobenzonitrile ClC1=NNC2=C(C=CC(=C12)OC=1C=C(C#N)C=C(C1)F)S(=O)(=O)C